O1CCN(CC1)CC1=CC=C(C=C1)N1C=NC2=C1C=CC=C2C(=O)N (4-(morpholinomethyl)phenyl)-1H-benzimidazole-4-carboxamide